2-chloro-N-(3-((6,7-dimethoxy-4-((1-(tetrahydro-2H-pyran-4-yl)piperidin-4-yl)amino)quinazolin-2-yl)amino)propyl)acetamide ClCC(=O)NCCCNC1=NC2=CC(=C(C=C2C(=N1)NC1CCN(CC1)C1CCOCC1)OC)OC